2-(3,4-dimethoxyphenyl)-7-[(3S)-3-methylpiperazin-1-yl]-4H-quinolizin-4-one COC=1C=C(C=CC1OC)C=1C=C2C=CC(=CN2C(C1)=O)N1C[C@@H](NCC1)C